(1S,5S)-N-(4-(3-(2,4-difluorophenyl)-1-methyl-1H-pyrazol-4-yl)-7-methoxypyrido[3,2-d]pyrimidin-6-yl)-3-methyl-3-azabicyclo[3.1.0]hexane-1-carboxamide FC1=C(C=CC(=C1)F)C1=NN(C=C1C=1C2=C(N=CN1)C=C(C(=N2)NC(=O)[C@@]21CN(C[C@H]1C2)C)OC)C